CC(CO)=CC(=CC)C 2,4-dimethyl-2,4-hexadiene-1-ol